N[C@H]1CN(C[C@@H](C1)F)C(=O)C=1C=C(C=2N(C1)N=C(C2C)C=2N(C1=CC(=CC=C1C2)C=2C=C(C=CC2)CO)CC2CC2)OC [3-(2-{6-[(3r,5r)-3-amino-5-fluoropiperidine-1-carbonyl]-4-methoxy-3-methylpyrazolo[1,5-a]pyridin-2-yl}-1-(cyclopropylmethyl)-1H-indol-6-yl)phenyl]methanol